2-chloro-4-[[3-[1-(cyanomethyl)-3-(trifluoromethyl)pyrazol-4-yl]imidazo[1,2-a]pyrazin-8-yl]amino]-N-ethylbenzamide ClC1=C(C(=O)NCC)C=CC(=C1)NC=1C=2N(C=CN1)C(=CN2)C=2C(=NN(C2)CC#N)C(F)(F)F